N-(2-amino-3-fluoro-4-((4-(trifluoromethyl)benzyl)amino)phenyl)-2,3-difluorononanamide NC1=C(C=CC(=C1F)NCC1=CC=C(C=C1)C(F)(F)F)NC(C(C(CCCCCC)F)F)=O